3-(1-oxo-5-(2,6-diazaspiro[3.3]heptane-2-carbonyl)isoindolin-2-yl)piperidine-2,6-dione O=C1N(CC2=CC(=CC=C12)C(=O)N1CC2(C1)CNC2)C2C(NC(CC2)=O)=O